N1=C(C=NC=C1)C(=O)N pyrazineamide